2,4-dichloro-6-(9,9-dimethyl-9H-fluoren-4-yl)-1,3,5-triazine ClC1=NC(=NC(=N1)Cl)C1=CC=CC=2C(C3=CC=CC=C3C12)(C)C